S1C=NC2=C1C=CC(=C2)C=2C=CC=C1C=NC(=NC21)NC=2C=CC1=C(CC[C@H](CC1)N1CCCC1)C2 (S)-8-(benzo[d]thiazol-5-yl)-N-(7-(pyrrolidin-1-yl)-6,7,8,9-tetrahydro-5H-benzo[7]annulen-2-yl)quinazolin-2-amine